2-((1-(3-ethyl-7-methyl-4-oxo-2-(piperidin-1-yl)-4H-pyrido[1,2-a]pyrimidin-9-yl)ethyl)amino)benzoic acid C(C)C1=C(N=C2N(C1=O)C=C(C=C2C(C)NC2=C(C(=O)O)C=CC=C2)C)N2CCCCC2